O=C1C[C@@H]2[C@@H](CN(C2)C(=O)OCC2=CC=CC=C2)C1 benzyl (3aR,6aS)-5-oxohexahydrocyclopenta[c]pyrrole-2(1H)-carboxylate